ClC=1C(=C(C(=CC1)OC)C1=C(C=NC(=C1)C)C(=O)NC1=NN=C(S1)C(=O)OC)F Methyl 5-[4-(3-chloro-2-fluoro-6-methoxyphenyl)-6-methylpyridine-3-amido]-1,3,4-thiadiazole-2-carboxylate